CC(COC(=O)C1=NN(C2=CC=CC(=C2C1=O)S(=O)(=O)C)C1=CC=C(C=C1)OC(F)(F)F)(C)C.ClC1=NN(C=C1S(=O)(=O)C(C)(F)C1=CC=NC=C1)C 4-(1-((3-chloro-1-methyl-1H-pyrazol-4-yl)sulfonyl)-1-fluoroethyl)pyridine 2,2-dimethylpropyl-5-methylsulfonyl-4-oxo-1-[4-(trifluoromethoxy)phenyl]cinnoline-3-carboxylate